5-((4,6-difluoro-1H-indol-5-yl)oxy)-2-fluorobenzoic acid FC1=C2C=CNC2=CC(=C1OC=1C=CC(=C(C(=O)O)C1)F)F